CC1(N=C2N(C3=CC=C(C=C3N=C2Cl)C(=O)OC)C1)C methyl 2,2-dimethyl-4-chloro-1,2-dihydroimidazo[1,2-a]quinoxaline-7-carboxylate